tert-Butyl 4-(1-(2-bromo-4-fluorophenyl)-1H-pyrrolo[2,3-c]pyridine-3-carbonyl)piperidine-1-carboxylate BrC1=C(C=CC(=C1)F)N1C=C(C=2C1=CN=CC2)C(=O)C2CCN(CC2)C(=O)OC(C)(C)C